COCCC(O)C1=CC=CC=C1 3-methoxy-1-phenylpropan-1-ol